C(C1=CC=CO1)NCC1=C(C(=CC(=C1)CNCC1=CC=CO1)OC)O 2,4-bis(furfurylaminomethyl)-6-methoxyphenol